tetrakis(3,5-di-tert-butyl-4-hydroxy-phenyl)propionate C(C)(C)(C)C=1C=C(C=C(C1O)C(C)(C)C)C(C(C(=O)[O-])(C1=CC(=C(C(=C1)C(C)(C)C)O)C(C)(C)C)C1=CC(=C(C(=C1)C(C)(C)C)O)C(C)(C)C)C1=CC(=C(C(=C1)C(C)(C)C)O)C(C)(C)C